N-(2-hydroxy-4-(trifluoromethyl)phenyl)-2-methylpropanamide OC1=C(C=CC(=C1)C(F)(F)F)NC(C(C)C)=O